(2R,3R)-2,3-bis{[(E)-3-(3,4-dihydroxyphenyl)prop-2-enoyl]oxy}butanedioic acid OC=1C=C(C=CC1O)/C=C/C(=O)O[C@@H](C(=O)O)[C@H](C(=O)O)OC(\C=C\C1=CC(=C(C=C1)O)O)=O